(S)- and (R)-tert-leucine N[C@@H](C(C)(C)C)C(=O)O |r|